COCO[C@H]1[C@H]2[C@@H]3CC[C@H]([C@@H](CCC(=O)OC)C)[C@]3(CC[C@@H]2[C@]2(CC=C(C[C@H]2C1)O[Si](C)(C)C)C)C Methyl 7α-methoxymethoxyl-3-trimethylsilyloxy-5β-chol-2-eneoate